tert-butyl (R)-1'-((4'-chloro-6-((4-(4-(ethoxycarbonyl)phenyl)piperazin-1-yl)methyl)-4-methyl-2,3,4,5-tetrahydro-[1,1'-biphenyl]-4-yl)methyl)-[4,4'-bipiperidine]-1-carboxylate ClC1=CC=C(C=C1)C=1CC[C@@](CC1CN1CCN(CC1)C1=CC=C(C=C1)C(=O)OCC)(C)CN1CCC(CC1)C1CCN(CC1)C(=O)OC(C)(C)C